5,6-dimethoxy-2-fluoro-1-indanone COC=1C=C2CC(C(C2=CC1OC)=O)F